C1(CCC1)C1=CC=C(C=C1)N1N=C(C=2CN(CCC21)C(=O)OC(C)(C)C)I tert-butyl 1-(4-cyclobutylphenyl)-3-iodo-1,4,6,7-tetrahydro-5H-pyrazolo[4,3-c]pyridine-5-carboxylate